3-[[4-bromo-3-(trifluoromethyl)phenyl]methylene]azetidine 2,5-dioxopyrrolidin-1-yl-(tert-butoxycarbonyl)glycinate O=C1N(C(CC1)=O)N(CC(=O)O)C(=O)OC(C)(C)C.BrC1=C(C=C(C=C1)C=C1CNC1)C(F)(F)F